C(CC)OCOCCCC(CC(CC(CC(C)Br)C)C)C 10-bromo-4,6,8-trimethylundecyl propyloxymethyl ether